CSC=1OC2=C(N1)C=CC(=C2)C=2N=CSC2 2-(methylthio)-6-(thiazol-4-yl)benzo[d]oxazole